C(C1=CC=CC=C1)OC1=CC(=C(C=C1)NC1=C(C(=O)NC(C)C)C(=CC=C1)Cl)C1CC1 2-{[4-(Benzyloxy)-2-cyclopropylphenyl]amino}-6-chloro-N-(propan-2-yl)benzamide